2,3-diamino-5-bromopyridine NC1=NC=C(C=C1N)Br